8-amino-6-fluoro-4-carbonyl-1,4-dihydroquinoline-2-carboxylic acid methyl ester COC(=O)C=1NC2=C(C=C(C=C2C(C1)=C=O)F)N